BrC=1C(=NC=CC1)C[C@@H](C1=C(C=CC=C1)C1=NOC2=C1C=CC=C2)N[S@@](=O)C(C)(C)C (S)-N-{(S)-2-(3-bromopyridine-2-yl)1-[2-(benzo[d]isoxazol-3-yl)phenyl]ethyl}-2-methylpropane-2-sulfinamide